C(C)(C)(C)[Si](OCC=CB1OC(C(O1)(C)C)(C)C)(C)C tert-butyldimethyl((3-(4,4,5,5-tetramethyl-1,3,2-dioxaborolan-2-yl)allyl)oxy)silane